O=C1NC(CCC1NC(CC1CNCC1)=O)=O N-(2,6-dioxo-3-piperidyl)-3-pyrrolidineacetamide